N-(4-aminobutyl)-N-methylacetamide NCCCCN(C(C)=O)C